4-(benzyloxy)-11-oxo-2,6,7,11-tetrahydro-1H-furo[2,3-H]pyrido[2,1-a]phthalazine-10-carboxylic acid ethyl ester C(C)OC(=O)C=1C(C=C2N(NCC=3C=C(C4=C(C23)CCO4)OCC4=CC=CC=C4)C1)=O